CC(CCCC)OC[Si](OC)(OC)OC 1-methyl-pentoxymethyl-trimethoxysilane